C(CCC)(=O)O[C@H]1[C@H](OC(CCC)=O)[C@@H](OC(CCC)=O)[C@H](OC(CCC)=O)[C@H](O1)COC(CCC)=O β-glucose pentabutyrate